Hydroxy-1-naphthaldehyde OC1=C(C2=CC=CC=C2C=C1)C=O